titanium trifluoromethanesulfonic acid FC(S(=O)(=O)O)(F)F.[Ti]